Cl.NC\C=C(\CN1N=NC2=C1C=C(C=C2C2=C(C=CC(=C2)S(N(CC)CC)(=O)=O)OC)C(=O)NC)/F (Z)-1-(4-amino-2-fluorobut-2-en-1-yl)-4-(5-(N,N-diethylsulfamoyl)-2-methoxyphenyl)-N-methyl-1H-benzo[d][1,2,3]triazol-6-carboxamide Hydrochloride